lauryldimethylamine acetate C(C)(=O)O.C(CCCCCCCCCCC)N(C)C